(R)-(-)-1-aminoindane HCl C1CC2=CC=CC=C2[C@@H]1N.Cl